C(C1=CC=CC=C1)OC1=NC(=CC=C1N1C(N(C2=C1C=CC(=C2O)F)C)=O)OCC2=CC=CC=C2 1-(2,6-bis(benzyloxy)pyridin-3-yl)-5-fluoro-4-hydroxy-3-methyl-1,3-dihydro-2H-benzo[d]imidazol-2-one